C(#N)C1=CC2=CC=C(C=C2C=C1)C#N 2,6-dicyanonaphthalene